C(C)[C@]1(C(OCC=2C(N3CC=4C(=NC=5C=CC(=CC5C4CC)OCC(=O)OC(C)(C)C)C3=CC21)=O)=O)O tert-butyl (S)-2-((4,11-diethyl-4-hydroxy-3,14-dioxo-3,4,12,14-tetrahydro-1H-pyrano[3',4':6,7]indolizino[1,2-b]quinolin-9-yl)oxy)acetate